CN1CC2=C(N=C(N=C2O)S)C[C@]12CCCC1=CC=CC=C21 (7S)-6-methyl-2-sulfanyl-spiro[5,8-dihydropyrido[4,3-d]pyrimidin-7,1'-tetrahydronaphthalene]-4-ol